FC=1C=C2CCCC(C2=C(C1)F)N1C=C(C=2C(C(CCC12)(F)F)O)S(=O)(=O)CF 1-(6,8-Difluoro-1,2,3,4-tetrahydronaphthalen-1-yl)-5,5-difluoro-3-((fluoromethyl)sulfonyl)-4,5,6,7-tetrahydro-1H-indol-4-ol